[4-(3-amino-pyridin-2-ylamino)-phenyl]-carbamic acid tert-butyl ester C(C)(C)(C)OC(NC1=CC=C(C=C1)NC1=NC=CC=C1N)=O